(5-(1-((tert-butylsulfinyl)imino)ethyl)-2-fluoro-3-(trifluoromethyl)phenyl)carbamic acid tert-butyl ester C(C)(C)(C)OC(NC1=C(C(=CC(=C1)C(C)=NS(=O)C(C)(C)C)C(F)(F)F)F)=O